ClC=1N=C(C2=C(N1)CCC2)N 2-chloro-6,7-dihydro-5H-cyclopenta[d]pyrimidin-4-amine